CC1(CC1)C=1C(=NC=CN1)N (1-methylcyclopropyl)pyrazin-2-amine